NCCC1=CC(=C(C=C1F)N1CC2N(CCC2C1)C(=O)OC(C)(C)C)F tert-Butyl 5-(4-(2-aminoethyl)-2,5-difluorophenyl)hexahydropyrrolo[3,4-b]pyrrole-1(2H)-carboxylate